(1R,2S)-1-(2-methoxy-5-methylphenyl)-2-(2-methoxy-6-methylpyridin-3-yl)-N-(2-methylquinoline-5-sulfonyl)cyclopropane-1-carboxamide COC1=C(C=C(C=C1)C)[C@@]1([C@@H](C1)C=1C(=NC(=CC1)C)OC)C(=O)NS(=O)(=O)C=1C=2C=CC(=NC2C=CC1)C